CN(C)CC=1C=C(C=CC1)C=1C=CC=C2C(=NC=NC12)N[C@H](CN1CCN(CC1)S(=O)(=O)C1=C(N=C(S1)NC(OC)=O)C)C methyl N-[5-({4-[(2S)-2-[(8-{3-[(dimethylamino)methyl]phenyl}quinazolin-4-yl)amino]propyl]piperazin-1-yl}sulfonyl)-4-methyl-1,3-thiazol-2-yl]carbamate